C(C)(C)(C)OC(/C=C/OC1=C(C=CC=C1)C1=CC(=CC=C1)CC1N(CCCC1NS(=O)(=O)CC)C(=O)OC(C)(C)C)=O tert-butyl (E)-2-((2'-((3-(tert-butoxy)-3-oxoprop-1-en-1-yl)oxy)-[1,1'-biphenyl]-3-yl)methyl)-3-(ethylsulfonamido)piperidine-1-carboxylate